1,3-di-tert-butyl-imidazole C(C)(C)(C)N1CN(C=C1)C(C)(C)C